di-1,3-propanediol diacrylate C(C=C)(=O)O.C(C=C)(=O)O.C(CCO)O.C(CCO)O